Sodium 1-cyanopropene C(#N)C=CC.[Na]